FC=1C=C(CN2C3=C(SC(C2)C)C=CC(=C3)N)C=C(C1)F 4-(3,5-difluorobenzyl)-2-methyl-3,4-dihydro-2H-benzo[b][1,4]thiazin-6-amine